C(CCCCC)OP(=O)(OCCCCCC)[O-] Di-n-Hexylphosphat